lithium 3,3',4,4'-tetramethylbiphenyl CC=1C=C(C=CC1C)C1=CC(=C(C=C1)C)C.[Li]